(3,5-di(tert-butyl)-4-methylphenoxy)diisobutylaluminum C(C)(C)(C)C=1C=C(O[Al](CC(C)C)CC(C)C)C=C(C1C)C(C)(C)C